3,3'-(1H-pyrrole-2,4-diyl)bis(prop-2-yn-1-amine) N1C(=CC(=C1)C#CCN)C#CCN